cyclopropane-1-carboxylic acid dicyclohexylamine salt C1(CCCCC1)NC1CCCCC1.C1(CC1)C(=O)O